(3R,4S)-3-fluoro-4-[4-[3-fluoro-4-[2-(5-fluoro-2-pyridyl)-2-hydroxy-propoxy]pyrazolo[1,5-a]pyridin-6-yl]-5-methyl-triazol-1-yl]piperidine-1-carbonitrile F[C@@H]1CN(CC[C@@H]1N1N=NC(=C1C)C=1C=C(C=2N(C1)N=CC2F)OCC(C)(O)C2=NC=C(C=C2)F)C#N